C1(=CC=CC=C1)N1NC(C=C1C1=CC=C(C=C1)C(C)C)C1=CC=C(C=C1)C(C)(C)C 1-phenyl-3-(4-tert-butyl-phenyl)-5-(4-isopropyl-phenyl)-dihydropyrazole